MONOCHLORoTRIFLUORoPROPEN ClC(=C)C(F)(F)F